4-(2-Amino-2-methylpropanoyl)-N-(1-(4-((4-aminopiperidin-1-yl)methyl)-3-chlorophenyl)-2-oxo-1,2-dihydropyrimidin-4-yl)piperazine-1-carboxamide hydrochloride salt Cl.NC(C(=O)N1CCN(CC1)C(=O)NC1=NC(N(C=C1)C1=CC(=C(C=C1)CN1CCC(CC1)N)Cl)=O)(C)C